ClC1=CC=C(C(=N1)C(=O)O)N[C@H](C)C1=C2N=C(C(=NC2=CC(=C1)C)C#N)N1C[C@H](C(CC1)(F)F)CO 6-chloro-3-(((R)-1-(2-cyano-3-((S)-4,4-difluoro-3-(hydroxymethyl)piperidin-1-yl)-7-methylquinoxalin-5-yl)ethyl)amino)picolinic acid